(1S,3S)-3-((6-(5-(((2-cyclopropyl-ethoxy)carbonyl)amino)-1-methyl-1H-1,2,3-triazol-4-yl)-2-methyl-pyridin-3-yl)oxy)cyclohexane-1-carboxylic acid C1(CC1)CCOC(=O)NC1=C(N=NN1C)C1=CC=C(C(=N1)C)O[C@@H]1C[C@H](CCC1)C(=O)O